FC1=NC=CC(=C1)CC1CC(NC1)C(=O)N 4-((2-fluoropyridin-4-yl)methyl)pyrrolidine-2-carboxamide